FC=1C=C(C=CC1)C#CC1=CC(=CC=C1)F 1,2-Bis(3-fluorophenyl)acetylene